vinyl-bis(1-indenyl)-zirconium C(=C)[Zr](C1C=CC2=CC=CC=C12)C1C=CC2=CC=CC=C12